5'-(difluoromethyl)-1-(2-((3-fluoro-1-((trans)-3-hydroxy-3-methylcyclobutyl)-7-(trifluoromethyl)-1H-indazol-5-yl)oxy)ethyl)spiro[piperidine-4,3'-pyrrolo[3,2-b]pyridin]-2'(1'H)-one FC(C1=CC=C2C(=N1)C1(C(N2)=O)CCN(CC1)CCOC=1C=C2C(=NN(C2=C(C1)C(F)(F)F)C1CC(C1)(C)O)F)F